antimony potassium sodium lithium [Li].[Na].[K].[Sb]